C1(CC1)C1=NNC2=C1C(=NC=C2NCCCCNC(C)=O)C2=CC(=C(C=C2)S(=O)(=O)C)C N-[4-[[3-cyclopropyl-4-(3-methyl-4-methylsulfonyl-phenyl)-1H-pyrazolo[4,3-c]pyridin-7-yl]amino]butyl]acetamide